6-methyl-4-phenyl-2,3-dihydropyridazin-3-one-1-d tert-Butyl-(E)-(4-(4,4,5,5-tetramethyl-1,3,2-dioxaborolan-2-yl)but-3-en-1-yl)carbamate C(C)(C)(C)N(C(O)=O)CC\C=C\B1OC(C(O1)(C)C)(C)C.CC1=CC(C(NN1[2H])=O)C1=CC=CC=C1